(5-chloro-3-(methylsulfonyl)pyridin-2-yl)methylamine ClC=1C=C(C(=NC1)CN)S(=O)(=O)C